C(C)OC(=O)C=1C=2C=CC=NC2C(=CC1)O 8-hydroxyquinoline-5-carboxylic acid ethyl ester